tert-butyl 1'-(1-benzyl-3,3-difluoropiperidin-4-yl)-[4,4'-bipiperidine]-1-carboxylate C(C1=CC=CC=C1)N1CC(C(CC1)N1CCC(CC1)C1CCN(CC1)C(=O)OC(C)(C)C)(F)F